C1(CC1)[C@@H]1[C@@H](N1[S@](=O)C1=CC=C(C=C1)C)C(=O)N1C(C(CC1)C(=O)NC)C 1-((2R,3R)-3-cyclopropyl-1-((R)-p-tolylsulfinyl)aziridine-2-carbonyl)-N,2-dimethylpyrrolidine-3-carboxamide